1,3,5-tri(4-amino-2-(trifluoromethyl)-phenoxy)-benzene NC1=CC(=C(OC2=CC(=CC(=C2)OC2=C(C=C(C=C2)N)C(F)(F)F)OC2=C(C=C(C=C2)N)C(F)(F)F)C=C1)C(F)(F)F